FC1=C(C=CC(=C1)C)C1(C(NC(N1)=O)=O)CCC 5-(2-fluoro-4-methylphenyl)-5-propylimidazolidine-2,4-dione